ClC=1C=C(C=CC1F)NC(=O)C=1C=2CCC3(C2C(=CC1)F)NC(N(C3=O)C)=O N-(3-chloro-4-fluoro-phenyl)-7'-fluoro-1-methyl-2,5-dioxo-spiro[imidazolidine-4,1'-indane]-4'-carboxamide